C(C)C(CN(/C=C/C=C(/C=C1C(OC(OC1=O)(C)C)=O)\O)CCO)CCO 5-((2Z,4E)-5-((2-ethyl-4-hydroxybutyl)(2-hydroxyethyl)amino)-2-hydroxy-2,4-pentadien-1-ylidene)-2,2-dimethyl-1,3-dioxane-4,6-dione